COC(=O)C=1N(C=CC1)CC=CC1=CC=NC=C1 methyl-1-(3-(pyridin-4-yl)allyl)-1H-pyrrole-2-carboxylate